C(C1=CC=CC=C1)OC(NC1=NN2C(C(CCC2)(F)F)=C1)=O N-(4,4-difluoro-6,7-dihydro-5H-pyrazolo[1,5-a]pyridin-2-yl)carbamic acid benzyl ester